tert-butyl (1R,3S,5R)-3-((6-bromo-3-vinylpyridin-2-yl)carbamoyl)-5-((N-methylbut-3-en-1-ylsulfonamido)methyl)-2-azabicyclo[3.1.0]hexane-2-carboxylate BrC1=CC=C(C(=N1)NC(=O)[C@H]1N([C@@H]2C[C@@]2(C1)CN(S(=O)(=O)CCC=C)C)C(=O)OC(C)(C)C)C=C